[2-(3,4-epoxycyclohexyl)ethyl](methoxy)diethylsilane (Z)-3-hexenyl-acetate C(C\C=C/CC)CC(=O)O.C1(CC2C(CC1)O2)CC[Si](CC)(CC)OC